N-isobutyl-acrylamide sodium hydrate O.[Na].C(C(C)C)NC(C=C)=O